(2S,3R)-3-amino-2-hydroxy-4-phenylbutyramide N[C@@H]([C@@H](C(=O)N)O)CC1=CC=CC=C1